C1(=CC=CC=C1)C1=NC(=NO1)COC=1C=C2CCN3C(C2=CC1)=CC(=NC3=O)OCC3OCCC3 9-(5-Phenyl-[1,2,4]oxadiazol-3-ylmethoxy)-2-(tetrahydro-furan-2-ylmethoxy)-6,7-dihydro-pyrimido[6,1-a]isoquinolin-4-one